N1=CC=C(C=C1)P([O-])=O 4-pyridylphosphinate